ClC1=NC(=NC(=C1F)Cl)C=1N=C(C=2N(C1)C=CN2)CC2=C(C=C(C(=C2)F)C)F 4,6-dichloro-2-{8-[(2,5-difluoro-4-methylphenyl)methyl]imidazo[1,2-a]pyrazin-6-yl}-5-fluoropyrimidine